C(C)(C)(C)C1=NN(C=2C1=NC(=C(C2)OC)Cl)C(=O)OC=2C=NC(=NC2)C2=C(C=CC=C2)C(C)C 2-[2-(prop-2-yl)phenyl]pyrimidin-5-ol tert-Butyl-5-chloro-6-methoxy-1H-pyrazolo[4,3-b]pyridine-1-carboxylate